[4-[4-[(2R)-2-[4-[2-chloro-4-(tetradecanoylamino)phenyl]-2-oxo-chromen-7-yl]oxypropanoyl]piperazin-1-yl]-4-oxo-butyl]-triphenyl-phosphonium ClC1=C(C=CC(=C1)NC(CCCCCCCCCCCCC)=O)C1=CC(OC2=CC(=CC=C12)O[C@@H](C(=O)N1CCN(CC1)C(CCC[P+](C1=CC=CC=C1)(C1=CC=CC=C1)C1=CC=CC=C1)=O)C)=O